C(C)(C)(C)OC(NC1=C(C2=C(S1)C=CC(=C2C2=C(C=C1C(=NC(=NC1=C2F)SC)O)C(F)(F)F)F)C#N)=O (3-cyano-5-fluoro-4-(8-fluoro-4-hydroxy-2-(methylthio)-6-(trifluoromethyl)quinazolin-7-yl)benzo[B]thiophen-2-yl)carbamic acid tert-butyl ester